N(=C=O)[C@@H](C(=O)OC)CC1=CC=CC=C1 (R)-methyl 2-isocyanato-3-phenylpropionate